N-(3,4-difluorobenzyl)-5-(5-(4-fluorophenethyl)-3-isopropyl-6-(5-methyl-1,3,4-oxadiazol-2-yl)-1,1-dioxido-2,3-dihydrothieno[3,2-b]pyridin-7-yl)thiophene-2-carboxamide FC=1C=C(CNC(=O)C=2SC(=CC2)C2=C3C(=NC(=C2C=2OC(=NN2)C)CCC2=CC=C(C=C2)F)C(CS3(=O)=O)C(C)C)C=CC1F